CC=1C=C2C(=NC1)C(OC2=O)C 3,7-dimethylfuro[3,4-b]pyridin-5(7H)-one